7-(4-(dimethylcarbamoyl)phenyl)-N-(4-(3,3-dimethylureido)benzyl)-3-methylimidazo[1,5-a]pyridine-1-carboxamide CN(C(=O)C1=CC=C(C=C1)C1=CC=2N(C=C1)C(=NC2C(=O)NCC2=CC=C(C=C2)NC(=O)N(C)C)C)C